O=C1NC(CCC1N1C(C2=CC=C(C=C2C1=O)N1CCC(CC1)OC1=CC=C(C(=O)O)C=C1)=O)=O 4-({1-[2-(2,6-dioxopiperidin-3-yl)-1,3-dioxoisoindol-5-yl]piperidin-4-yl}oxy)benzoic acid